C12CN(CC2C1)C1=CC(=CC(=N1)N)Cl 6-{3-azabicyclo[3.1.0]hexan-3-yl}-4-chloropyridin-2-amine